2,3,4-octanetriol CC(C(C(CCCC)O)O)O